6-fluoro-5-[4-({6-fluoro-2-methyl-4-oxo-5H-pyrazolo[4,3-c]quinolin-7-yl}methyl)piperazin-1-yl]-N-methylpyridin-2-carboxamide FC1=C(C=CC(=N1)C(=O)NC)N1CCN(CC1)CC=1C=CC=2C=3C(C(NC2C1F)=O)=CN(N3)C